C1(CCC1)CC=1C=CC(=NC1)NC([C@H](C)N1C[C@@H](C(CC1)(F)F)C1=CNC(C=C1)=O)=O (S)-N-(5-(cyclobutyl-methyl)pyridin-2-yl)-2-((S)-4,4-difluoro-3-(6-oxo-1,6-dihydropyridin-3-yl)piperidin-1-yl)propanamide